benznaphthooxazole N1=COC2=C1C1=C(C=CC=3C=CC=CC13)C=C2